NC1=CC=C(OC=2C=C(C=C(C2)OC2=CC=C(C=C2)N)O)C=C1 3,5-bis(4-aminophenoxy)phenol